allyloxybenzene sodium [Na].C(C=C)OC1=CC=CC=C1